2-((1r,4r)-4-((4-Bromo-1H-pyrazol-1-yl)methyl)cyclohexyl)-N-(imidazo[1,2-b]pyridazin-3-yl)-6-methoxy-2H-indazole-5-carboxamide BrC=1C=NN(C1)CC1CCC(CC1)N1N=C2C=C(C(=CC2=C1)C(=O)NC1=CN=C2N1N=CC=C2)OC